CC(CC)NC1=CC=C(C=C1)NC(C)CC N,N'-di-(2-butyl)-1,4-phenylenediamine